7-(4-((1H-Indazol-5-yl)ethynyl)-[2,4'-bipyrimidin]-2'-yl)-3-methyl-5,6,7,8-tetrahydro-[1,2,4]triazolo[4,3-a]pyrazine N1N=CC2=CC(=CC=C12)C#CC1=NC(=NC=C1)C1=NC(=NC=C1)N1CC=2N(CC1)C(=NN2)C